C(C=CC(=O)[O-])(=O)OC(Cl)C(C)(C)C Tert-butylchloromethyl (but-2-enedioate)